1-methoxy-2-(trifluoromethyl)-4-vinylbenzene COC1=C(C=C(C=C1)C=C)C(F)(F)F